BrC1=CC=CC(=N1)C1=C(N=CO1)CCC=C 5-(6-bromopyridin-2-yl)-4-(3-buten-1-yl)oxazole